CN1N=NC(=C1)C(=O)NC1=CNC2=CC=C(C=C12)OCC1=CC=C(C=C1)C(F)(F)F 1-methyl-N-(5-((4-(trifluoromethyl)benzyl)oxy)-1H-indol-3-yl)-1H-1,2,3-triazole-4-carboxamide